1-(9,9-dimethyl-9H-fluoren-2-yl)isoquinoline CC1(C2=CC=CC=C2C=2C=CC(=CC12)C1=NC=CC2=CC=CC=C12)C